C1=CC=CC2=C(C3=CC=CC=C3C=C12)O 10-anthracenol